ethyl 2-(5-(3-bromophenyl)-2-(cyclopropylmethyl)-1H-pyrrol-3-yl)-5-ethylthiazole-4-carboxylate BrC=1C=C(C=CC1)C1=CC(=C(N1)CC1CC1)C=1SC(=C(N1)C(=O)OCC)CC